C(C1=CC=CC=C1)SC=1C=C(C=C2C=NNC12)C(=O)O 7-(benzylthio)-1H-indazole-5-carboxylic acid